C1=C(C=CC2=CC=CC=C12)NC(CC1CC(NC1)C(=O)O)=O 4-(2-(naphthalen-2-ylamino)-2-oxoethyl)pyrrolidine-2-carboxylic acid